[K].S=C=S thiothioketone potassium salt